3-acetamido-4-methoxybenzenesulfinate C(C)(=O)NC=1C=C(C=CC1OC)S(=O)[O-]